cyclotridecane-8-one C1CCCCCCC(CCCCC1)=O